C(C)=C1C2C3C4C=CC(C3C(C1)C2)C4 8-ethylidenetetracyclo[4.4.0.12,5.17,10]-dodec-3-ene